5-(2-hydroxyethoxy)-N-[4-(isopropylsulfonyl)benzyl]-6-methyl-2-oxo-1-[3-(trifluoromethyl)phenyl]-1,2-dihydropyridine-3-carboxamide OCCOC=1C=C(C(N(C1C)C1=CC(=CC=C1)C(F)(F)F)=O)C(=O)NCC1=CC=C(C=C1)S(=O)(=O)C(C)C